C(C)[Si](CCCN)(OC)OC ethyldimethoxy(aminopropyl)silane